C(CCCCCC)C1=CC=C(C=C1)C(CCN1CCOCC1)=O 1-(4-heptylphenyl)-3-morpholinopropan-1-one